The molecule is an organic disulfide obtained by oxidative dimerisation of 1-sulfanylnaphthalen-2-ol. It has a role as an EC 2.7.11.1 (non-specific serine/threonine protein kinase) inhibitor. It is an organic disulfide and a member of naphthols. C1=CC=C2C(=C1)C=CC(=C2SSC3=C(C=CC4=CC=CC=C43)O)O